C(N)(=O)C=1C(=NN(C1)C1(C(CN(CC1)CC1=C(C=C(C=C1)C#C)Cl)F)CC#N)NC(OC)=O methyl N-[4-carbamoyl-1-[1-[(2-chloro-4-ethynyl-phenyl)methyl]-4-(cyanomethyl)-3-fluoro-4-piperidyl]pyrazol-3-yl]carbamate